C(C)(=O)C(C(=O)OCC)CCCCCC ETHYL 2-ACETYLOCTANOATE